C(C1=CC=CC=C1)C(C)O[Si](OCC)(OCC)CCC benzyl-propyl-triethoxysilane